3-({6-methyl-1-[1-(oxetan-3-ylmethyl)pyrazolo[3,4-b]pyrazin-6-yl]piperidin-3-yl}methoxy)-2-(trifluoromethyl)pyridine CC1CCC(CN1C1=CN=C2C(=N1)N(N=C2)CC2COC2)COC=2C(=NC=CC2)C(F)(F)F